O=C1C(=C(C=NN1)N[C@H](CONC(CN1C2CN(CC1C2)C2=NC=C(C=N2)C(F)(F)F)=O)C)C(F)(F)F N-((S)-2-((6-oxo-5-(trifluoromethyl)-1,6-dihydropyridazin-4-yl)amino)propoxy)-2-(3-(5-(trifluoromethyl)Pyrimidin-2-yl)-3,6-diazabicyclo[3.1.1]heptan-6-yl)acetamide